5-chloro-12-methylene-10-oxa-1,2,6-triazatricyclo[6.5.1.04,14]tetradeca-2,4(14),5,7-tetraene ClC=1C=2C=NN3CC(COCC(=CN1)C32)=C